ClC1=C(N=C2N1CCC2C2=CC=CC=C2)C(=O)OC methyl 3-chloro-7-phenyl-6,7-dihydro-5H-pyrrolo[1,2-a]imidazole-2-carboxylate